ClC1=NC2=CC(=CC=C2C(=N1)N[C@@H](C[C@@H]1CC[C@@H](CC1)C1=CC=NC2=CC=C(C=C12)F)C)F 2-chloro-7-fluoro-N-((R)-1-((cis)-4-(6-fluoroquinolin-4-yl)cyclohexyl)propan-2-yl)quinazolin-4-amine